(R)-N-(6-(5-(cyanomethyl)-6,7-dihydro-5H-pyrrolo[2,1-c][1,2,4]triazol-3-yl)pyridin-2-yl)-3-methoxy-1-(pyrazin-2-yl)-1H-pyrazole-4-carboxamide C(#N)C[C@H]1CCC2=NN=C(N21)C2=CC=CC(=N2)NC(=O)C=2C(=NN(C2)C2=NC=CN=C2)OC